N1(CC1)CCN[C@H]1[C@H](OC2=CC(=CC(=C2C1=O)O)O)C1=CC(=C(C(=C1)O)O)O (2R,3S)-3-((2-(aziridin-1-yl)ethyl)amino)-5,7-dihydroxy-2-(3,4,5-trihydroxyphenyl)chroman-4-one